5-methyl-6,7-dihydro-cyclopenta(b)pyrazine CC1CCC2=NC=CN=C21